COC=1C=C(C=CC1OC)C1=C(N=C2N1N=C(C=C2NCC2=CC=NC=C2)C)C 3-(3,4-dimethoxyphenyl)-2,6-dimethyl-N-(pyridin-4-ylmethyl)imidazo[1,2-b]pyridazin-8-amine